CC1(CC(CC(C1)C)(C1=C(C=CC=C1)O)C1=C(C=CC=C1)O)C (3,3,5-trimethylcyclohexylidene)bisphenol